5-(7-fluoro-2-methyl-2H-indazol-5-yl)-2-(6-{[(3S,4R)-3-fluoro-2,2,6,6-tetramethylpiperidin-4-yl]oxy}pyridazin-3-yl)pyridin-3-ol FC1=CC(=CC2=CN(N=C12)C)C=1C=C(C(=NC1)C=1N=NC(=CC1)O[C@H]1[C@H](C(NC(C1)(C)C)(C)C)F)O